N[C@@H]1CN(CC1)C1=CC=C(C=C1)C1=CC(=CC=C1)C(=O)N[C@@H](C=1NC2=CC=CC=C2C1)C1=C(C=CC(=C1)Cl)O 4'-((S)-3-aminopyrrolidin-1-yl)-N-((R)-(5-chloro-2-hydroxyphenyl)(1H-indol-2-yl)methyl)-[1,1'-biphenyl]-3-carboxamide